tert-Butyl 4-(6-amino-3-(2-hydroxyphenyl)-1,2,4-triazin-5-yl)piperazine-1-carboxylate NC1=C(N=C(N=N1)C1=C(C=CC=C1)O)N1CCN(CC1)C(=O)OC(C)(C)C